ClC1=CC=C(S1)CNC1=C(C(=NN1C(=O)C=1C=C(C(=O)O)C=CC1)C1CN(C1)S(=O)(=O)N1CC(CC1)O)OC 3-(5-{[(5-chlorothiophen-2-yl)methyl]amino}-3-{1-[(3-hydroxypyrrolidin-1-yl)sulfonyl]azetidin-3-yl}-4-methoxy-1H-pyrazole-1-carbonyl)benzoic acid